(1r,4r)-4-(3-Chloroanilino)-2'-(3,3-difluoro-2-{[(thieno[3,2-b]pyridin-7-yl)oxy]methyl}propyl)-2',3'-dihydrospiro[cyclohexane-1,1'-indene]-4-carboxylic acid methyl ester COC(=O)C1(CCC2(C(CC3=CC=CC=C23)CC(C(F)F)COC2=C3C(=NC=C2)C=CS3)CC1)NC1=CC(=CC=C1)Cl